N1(CCOCC1)CCS(=O)(=O)O 2-morpholin-4-ylethanesulfonic acid